rac-N-Trityl-serine methyl ester COC([C@@H](NC(C1=CC=CC=C1)(C1=CC=CC=C1)C1=CC=CC=C1)CO)=O |r|